iron-cobalt-boron [B].[Co].[Fe]